OC(CC(=O)SCCNC(CCNC([C@@H](C(COP(OP(OC[C@@H]1[C@H]([C@H]([C@@H](O1)N1C=NC=2C(N)=NC=NC12)O)OP(=O)(O)O)(=O)O)(=O)O)(C)C)O)=O)=O)CCCCCCC 3-hydroxydecanoyl-coenzyme A